FCCCCN(CCCC)CCCC fluorotributylamine